1-[2-(2,6-dioxo-3-piperidyl)-1,3-dioxo-isoindolin-5-yl]piperidine-4-carboxamide O=C1NC(CCC1N1C(C2=CC=C(C=C2C1=O)N1CCC(CC1)C(=O)N)=O)=O